C(C)(C)(C)OC(=O)N1[C@@H](C[C@H](C1)CC1=NN(C=C1)C1CC1)C(=O)O (2S,4S)-1-(tert-butoxycarbonyl)-4-((1-cyclopropyl-1H-pyrazol-3-yl)methyl)pyrrolidine-2-carboxylic acid